(diphenylpyridinyl)(triphenyleneyl)biphenyl C1(=CC=CC=C1)C1=C(C(=NC=C1)C=1C(=C(C=CC1)C1=CC=CC=C1)C1=CC=CC=2C3=CC=CC=C3C3=CC=CC=C3C12)C1=CC=CC=C1